[PH2](O)=O.CC1=C(C(=O)[Li])C(=CC(=C1)C)C 2,4,6-trimethyl-benzoyl-lithium phosphinate